2-(2-methoxypyridin-4-yl)propan COC1=NC=CC(=C1)C(C)C